benzyl (7-amino-6-hydroxy-5-((2S,4S)-4-(5-(2-hydroxypropan-2-yl)-1H-1,2,3-triazol-1-yl)pyrrolidine-2-carboxamido)-7-oxoheptyl)carbamate hydrochloride Cl.NC(C(C(CCCCNC(OCC1=CC=CC=C1)=O)NC(=O)[C@H]1NC[C@H](C1)N1N=NC=C1C(C)(C)O)O)=O